Tetra-Thiole S1SSSC1